FC1=C(C(=CC(=C1)C=1C(=NC=CC1)SC(C)C)F)N1CCC2(C(C2)C(=O)O)CC1 6-[2,6-difluoro-4-(2-isopropylthio-3-pyridinyl)phenyl]-6-azaspiro[2.5]octan-2-carboxylic acid